CC(C(=O)OCCNCCCC)(C)OC1=NN(C(=C1Cl)C1=CC(=NC=C1)F)C1=NC=CC=C1 N-butyl-ethanolamine Methyl-(2R)-2-{[4-chloro-5-(2-fluoropyridin-4-yl)-1-(pyridin-2-yl)-1H-pyrazol-3-yl]oxy}propanoate